OP1(O[C@H](C[C@H](S1)C1=CC=CC=C1)C1=CC=CC=C1)=O (4S,6R)-2-hydroxy-4,6-diphenyl-1,3,2-oxathiaphosphinane 2-oxide